ethyl 4-(5-hydroxy-6-methoxy-isoindolin-2-yl)-4-oxo-butyrate OC=1C=C2CN(CC2=CC1OC)C(CCC(=O)OCC)=O